C1(=CC=CC=C1)C1CC2=C(C=NC=C2)C1 6-phenyl-5,6-dihydrocyclopenta[c]pyridine